COC(=O)C=1C(=NC2=CC=NC(=C2C1)Cl)OC 5-chloro-2-methoxy-1,6-naphthyridine-3-carboxylic acid methyl ester